tert-butyl 3-amino-3-(trifluoromethyl)pyrrolidine-1-carboxylate NC1(CN(CC1)C(=O)OC(C)(C)C)C(F)(F)F